C1(=CC=CC=C1)C1CCN(CC1)C(=O)C=1C=C2C=CC(=NC2=CC1)C=O 6-(4-phenylpiperidine-1-carbonyl)quinoline-2-carbaldehyde